4-(hydroxymethyl)aniline OCC1=CC=C(N)C=C1